CC(C(=O)O)(COC(CCCCCCCCCCC)=O)C 2,2-dimethyl-3-lauroyloxypropionic acid